O(P([O-])(=O)OP(=O)([O-])[O-])C=CC=CCCCCCCC undecadienyl diphosphate